ClC=1C(=CC(=NC1)NC1=CC=NN1C)C=1C=C2N(CCN(C2=O)CC2=C(C=C(C(=C2)F)Cl)CO)C1 7-(5-chloro-2-((1-methyl-1h-pyrazole-5-yl)amino)pyridine-4-yl)-2-(4-chloro-5-fluoro-2-(hydroxymethyl)benzyl)-3,4-dihydropyrrolo[1,2-a]pyrazine-1(2H)-one